Cl.N1C[C@H](OCC1)C(=O)O (S)-morpholine-2-carboxylic acid hydrochloride